OC1=C(C=C(C=C1C(C)(C)CC)CC(C)C)N1N=C2C(=N1)C=CC(=C2)Cl 2-(2'-hydroxy-3'-tert-amyl-5'-isobutylphenyl)-5-chlorobenzotriazole